CC=1C=C(C(=O)NCC2=CC=C(C=C2)NC(OCC2=CC=C(C=C2)Cl)=O)C=CN1 4-chlorobenzyl (4-((2-methylisonicotinamido)meth-yl)phenyl)carbamate